pyridazin-4(3H)-one N1=NCC(C=C1)=O